α-benzoyl-DL-arginine-p-nitroanilide [N+](=O)([O-])C1=CC=C(NC([C@@](N)(CCCNC(N)=N)C(C2=CC=CC=C2)=O)=O)C=C1 |r|